ClC1=C(CN(C2=NC(=C(C=C12)F)Cl)C=1C(=NC=CC1C)C(C)C)[N+](=O)[O-] 4,7-dichloro-6-fluoro-1-(2-isopropyl-4-methylpyridin-3-yl)-3-nitro-1,8-naphthyridin